ClCCC(=C(C1=CC=CC=C1)C1=CC=C(OCCN2CCC(CC2)CN2C3CN(C(C2)CC3)C=3C=C2C(N(C(C2=CC3F)=O)C3C(NC(CC3)=O)=O)=O)C=C1)C1=CC=CC=C1 5-(5-((1-(2-(4-(4-chloro-1,2-diphenylbut-1-en-1-yl)phenoxy)ethyl)piperidin-4-yl)methyl)-2,5-diazabicyclo[2.2.2]octan-2-yl)-2-(2,6-dioxopiperidin-3-yl)-6-fluoroisoindoline-1,3-dione